1-(2-amino-[1,3]thiazolo[4,5-b]pyrazin-6-yl)piperidine-4-carbonitrile NC=1SC=2C(=NC=C(N2)N2CCC(CC2)C#N)N1